C(CCC)OC(NC=1C(NC(N(N1)C1=CC(=C(C(=C1)Cl)OC1=NNC(C(=C1)C(C)CC)=O)Cl)=O)=O)=O Butyl-N-[2-(3,5-dichloro-4-[[6-oxo-5-(sec-butyl)-1H-pyridazin-3-yl]-oxy]phenyl)-3,5-dioxo-4H-1,2,4-triazin-6-yl]carbamate